C(C)(C)C1=C(C=2C(=NC=C(C2)C(=O)N(C)C)N1)C=1C=NC=C(C1)C1=CC=C(C=C1)N1C(CCC1)=O 2-isopropyl-N,N-dimethyl-3-(5-(4-(2-oxopyrrolidin-1-yl)phenyl)pyridin-3-yl)-1H-pyrrolo[2,3-b]pyridine-5-carboxamide